8-(1-{2-[4-(2,3-Dimethylphenyl)piperazin-1-yl]-2-oxoethyl}-1,4,5,6-tetrahydrocyclopenta[c]pyrazol-3-carbonyl)-2-methyl-2,8-diazaspiro[4.5]decan-3-on CC1=C(C=CC=C1C)N1CCN(CC1)C(CN1N=C(C2=C1CCC2)C(=O)N2CCC1(CC(N(C1)C)=O)CC2)=O